C(CCCCCCCCC)(=O)N1C(CN(CC1)C(=O)C1=CC=C(C(=O)N2C[C@H]([C@@H](C2)C(=O)N[C@@H]2[C@H](C2)C2=CC=CC=C2)C(=O)N[C@@H]2[C@H](C2)C2=CC=CC=C2)C=C1)C(NCCCCCC)=O (3S,4S)-1-(4-(4-decanoyl-3-(hexylcarbamoyl)piperazine-1-carbonyl)benzoyl)-N3,N4-bis((1S,2R)-2-phenylcyclopropyl)pyrrolidine-3,4-dicarboxamide